(3R,4S)-3-cyclopropyl-1-[6-(2-fluoropyridin-3-yl)pyrrolo[1,2-b]pyridazin-4-yl]-4-methyl-2-oxopyrrolidine-3-carbonitrile C1(CC1)[C@]1(C(N(C[C@H]1C)C=1C=2N(N=CC1)C=C(C2)C=2C(=NC=CC2)F)=O)C#N